4-(4-(tert-butyl)-1H-imidazol-1-yl)-5-methylpyridinecarboxylic acid butyl ester C(CCC)OC(=O)C1=NC=C(C(=C1)N1C=NC(=C1)C(C)(C)C)C